C[Si](OOCCCC)(C)C trimethylbutyl-peroxysilane